[C@H]12N(C[C@H](NC1)C2)C2=NC(=NC1=C(C(=C(C=C21)Cl)C2=CC(=CC1=CC=CC=C21)O)F)OC[C@H]2N(CCC2)C 4-(4-((1R,4R)-2,5-diazabicyclo[2.2.1]heptan-2-yl)-6-chloro-8-fluoro-2-(((S)-1-methylpyrrolidin-2-yl)methoxy)quinazolin-7-yl)naphthalen-2-ol